4-[2-chloro-6-methyl-1-(4-methylbenzenesulfonyl)-7-oxopyrrolo[2,3-c]pyridin-4-yl]-5-(1,3-dihydro-2-benzofuran-4-yl)-1-methylpyridin-2-one ClC1=CC2=C(C(N(C=C2C2=CC(N(C=C2C2=CC=CC=3COCC32)C)=O)C)=O)N1S(=O)(=O)C1=CC=C(C=C1)C